FC1=CC(=C(C=C1C(F)(F)F)N1C(C2=CC=CC=C2C=C1CO)=O)OC(C)C 2-(4-fluoro-2-isopropoxy-5-(trifluoromethyl)phenyl)-3-(hydroxymethyl)isoquinolin-1(2H)-one